CN1C=C(C=C1C)B(O)O 1,5-DIMETHYL-PYRROL-3-YLBORONIC ACID